CC[C@H](C)C[C@H](C)/C=C/C(=O)O[C@@H]1[C@H]([C@]2(O[C@@H]([C@]([C@@]1(O2)C(=O)O)(C(=O)O)O)C(=O)O)CCC(=C)[C@H]([C@H](C)CC3=CC=CC=C3)OC(=O)C)O The molecule is a polyketide isolated from fungi that is a potent inhibitor of fungal and mammalian squalene synthase. It has a role as an EC 2.5.1.21 (squalene synthase) inhibitor and a fungal metabolite. It is a tricarboxylic acid, an acetate ester, a cyclic ketal, an oxabicycloalkane, a tertiary alcohol and a polyketide.